(E)-2-((1-benzyl-piperidin-4-yl)methylene)-5,6-dimethoxy-2,3-dihydro-1H-inden-1-one C(C1=CC=CC=C1)N1CCC(CC1)\C=C/1\C(C2=CC(=C(C=C2C1)OC)OC)=O